2-(PYRROLIDINO)PHENYLBORONIC ACID N1(CCCC1)C1=C(C=CC=C1)B(O)O